O1C(=CC=C1)\C=N\NC(=O)C1=C(C2=CC=CC=C2C=C1)O (E)-N'-(furan-2-ylmethylene)-1-hydroxy-2-naphthohydrazide